C(C)N1C(C2CCC(C1)N2C=2N=CC1=C(N2)C(=NN1)C=1C=NN(C1)C)=O 3-Ethyl-8-(3-(1-methyl-1H-pyrazol-4-yl)-1H-pyrazolo[4,3-d]pyrimidin-5-yl)-3,8-diazabicyclo[3.2.1]octan-2-one